N-(3,3-Difluorocyclobutyl)-4-(4-(4-fluorophenyl)-1-(2,2,2-trifluoroethyl)-1H-imidazol-5-yl)pyrimidin-2-amine FC1(CC(C1)NC1=NC=CC(=N1)C1=C(N=CN1CC(F)(F)F)C1=CC=C(C=C1)F)F